tert-butyl (cyclopropylmethyl)((3R)-1-(1-(1-(4-(6-(3,3-difluoropyrrolidin-1-yl)pyrazin-2-yl)-1H-1,2,3-triazol-1-yl)ethyl)-2-oxo-1,2-dihydropyridin-4-yl)piperidin-3-yl)carbamate C1(CC1)CN(C(OC(C)(C)C)=O)[C@H]1CN(CCC1)C1=CC(N(C=C1)C(C)N1N=NC(=C1)C1=NC(=CN=C1)N1CC(CC1)(F)F)=O